triphosphonomethyl-amine potassium [K].P(=O)(O)(O)C(P(=O)(O)O)(P(=O)(O)O)N